The molecule is a lathyrane diterpenoid isolated from the roots of Euphorbia micractina. It is a lathyrane diterpenoid, an epoxide and an acetate ester. C[C@H]1C[C@]2([C@H]([C@H]1O)[C@@H]3[C@](O3)(CC[C@H]4[C@H](C4(C)C)/C=C(/C2=O)\\C)C)OC(=O)C